2-tetracosyl-4,5-dihydro-1,3-oxazine C(CCCCCCCCCCCCCCCCCCCCCCC)C=1OCCCN1